FC1=C(C=C(C=C1)N1C2=CC=3C=NNC3N=C2C(=C1C1(CCC1)COC)[C@@H]1CC[C@H](CC1)C(=O)O)OC trans-4-[10-(4-fluoro-3-methoxy-phenyl)-11-[1-(methoxymethyl)cyclobutyl]-2,4,5,10-tetrazatricyclo[7.3.0.03,7]dodeca-1,3(7),5,8,11-pentaen-12-yl]cyclohexanecarboxylic acid